IRON-IRON OXIDE [O-2].[Fe+2].[Fe+2].[O-2]